1H-Pyrazolo[3,4-b]pyridine-5-carboxylic acid 4-(piperazine-1-sulfonyl)-benzylamide N1(CCNCC1)S(=O)(=O)C1=CC=C(CNC(=O)C=2C=C3C(=NC2)NN=C3)C=C1